ClC=1C=C(C=NC1)C1=NSC(=N1)C=1C=CC(N(N1)CC=1SC(=NN1)C1=CC=C(C=C1)F)=O 6-(3-(5-chloropyridin-3-yl)-1,2,4-thiadiazol-5-yl)-2-((5-(4-fluorophenyl)-1,3,4-thiadiazol-2-yl)methyl)pyridazin-3(2H)-one